FC=1C(=NC=C(C1)F)SC=1C=2N(C=C(C1)C=1C=NN(C1C)[C@H]1CC(N(CC1)C)(C)C)N=CC2C#N (R)-4-((3,5-difluoropyridin-2-yl)thio)-6-(5-methyl-1-(1,2,2-trimethylpiperidin-4-yl)-1H-pyrazol-4-yl)pyrazolo[1,5-a]pyridine-3-carbonitrile